(2R,3R,11bR)-3-(tert-butoxy)-9-((1-fluorocyclobutyl)methoxy)-10-methoxy-1,3,4,6,7,11b-hexahydro-2H-pyrido[2,1-a]isoquinolin-2-ol C(C)(C)(C)O[C@H]1[C@@H](C[C@H]2N(CCC3=CC(=C(C=C23)OC)OCC2(CCC2)F)C1)O